FC(C=1C(=C(C=CC1)[C@@H](C)NC=1C2=C(N=C(N1)C)N=C(C(=C2)OC2CCN(CC2)C(C)=O)OC)F)F (R)-1-(4-((4-((1-(3-(difluoromethyl)-2-fluorophenyl)ethyl)amino)-7-methoxy-2-methylpyrido[2,3-d]pyrimidin-6-yl)oxy)piperidin-1-yl)ethan-1-one